NC1=NC(=CC(=N1)N1CCC2(C[C@H](NC2)C(=O)O)CC1)O[C@@H](C(F)(F)F)C1=C(C=C(C=C1)C1=CC(=C(C(=C1)C)Cl)C)N1N=C(C=C1)C (S)-8-(2-amino-6-((R)-1-(4'-chloro-3',5'-dimethyl-3-(3-methyl-1H-pyrazol-1-yl)-[1,1'-biphenyl]-4-yl)-2,2,2-trifluoroethoxy)pyrimidin-4-yl)-2,8-diazaspiro[4.5]decane-3-carboxylic acid